N-pentyl-4-(4-(trifluoromethyl)piperidin-1-yl)aniline C(CCCC)NC1=CC=C(C=C1)N1CCC(CC1)C(F)(F)F